BrC=1C=C(C=C2C(N(C=3N(C12)N=CC3I)C)=O)C 9-bromo-3-iodo-4,7-dimethylpyrazolo[1,5-a]quinazolin-5(4H)-one